2-(Disulfanylmethyl)-1H-pyrrole S(S)CC=1NC=CC1